C(CCCCCCCC=CCC)CC(=O)[O-].[Cl-].[NH4+].[NH4+] Ammonium Chlorid 9-dodecen-1-yl-acetate